C1CC12CCN(CC2)C2=C(C1=CC=CC=C1C(=C2)NS(=O)(=O)CCO)C(=O)NC=2C=C1C=CC=NC1=C(C2F)N2CCC(CC2)(F)F 2-{6-azaspiro[2.5]octane-6-yl}-N-[8-(4,4-difluoropiperidin-1-yl)-7-fluoroquinoline-6-yl]-4-(2-hydroxyethanesulfonylamino)naphthalene-1-carboxamide